C(C)(C)(C)C1=NC(=NO1)C(=O)NCC1=C(C=C(C=C1)C1=CC(=NC=C1)NC(=O)C1CC1)C(F)(F)F 5-(tert-butyl)-N-(4-(2-(cyclopropanecarboxamido)pyridin-4-yl)-2-(trifluoromethyl)benzyl)-1,2,4-oxadiazole-3-carboxamide